COC(=O)C1(CCOCC1)N1N=C(C=C1)S(N(CC1=CC=C(C=C1)OC)CC1=CC=C(C=C1)OC)(=O)=O 4-(3-(N,N-bis(4-methoxybenzyl)sulfamoyl)-1H-pyrazol-1-yl)tetrahydro-2H-pyran-4-carboxylic acid methyl ester